FC1C(NC(CC1NC=1N=NC(=CC1)C1=NC=C(C=C1OC)C=1C=NN(C1)C1OCCCC1)(C)C)(C)C (±)-N-(3-fluoro-2,2,6,6-tetramethylpiperidin-4-yl)-6-(3-methoxy-5-(1-(tetrahydro-2H-pyran-2-yl)-1H-pyrazol-4-yl)pyridin-2-yl)pyridazin-3-amine